C(C1=CC=CC=C1)SC1=CNC2=C(C(=CC=C12)Cl)N1N=CC(=C1)C1CC1 3-(benzylthio)-6-chloro-7-(4-cyclopropyl-1H-pyrazol-1-yl)-1H-indole